Pentamethylcyclopentadienyl-(1-(2-phenylpropyl)-6,6-diethyl-1,5,6,7-tetrahydro-s-indacenyl)hafnium CC1=C(C(=C(C1([Hf]C1(C=CC2=CC=3CC(CC3C=C12)(CC)CC)CC(C)C1=CC=CC=C1)C)C)C)C